1-{[(1r,4r)-4-aminocyclohexyl]methyl}-1,2,3,4-tetrahydroquinolin NC1CCC(CC1)CN1CCCC2=CC=CC=C12